6-(3-(((tert-butyldiphenylsilyl)oxy)methyl)-4-ethyl-5-oxo-4,5-dihydro-1H-1,2,4-triazol-1-yl)-2-(2-chloro-6-fluorophenyl)-4-isopropylisoquinolin-1(2H)-one [Si](C1=CC=CC=C1)(C1=CC=CC=C1)(C(C)(C)C)OCC1=NN(C(N1CC)=O)C=1C=C2C(=CN(C(C2=CC1)=O)C1=C(C=CC=C1F)Cl)C(C)C